1-(4-((4-((2-fluoro-4-((2-(hexahydrocyclopenta[c]pyrrol-2(1H)-yl)pyridin-4-yl)oxy)phenyl)amino)-7-methoxyquinazolin-6-yl)amino)piperidin-1-yl)prop-2-en-1-one FC1=C(C=CC(=C1)OC1=CC(=NC=C1)N1CC2C(C1)CCC2)NC2=NC=NC1=CC(=C(C=C21)NC2CCN(CC2)C(C=C)=O)OC